2-chloro-6-(1H-pyrrol-1-yl)pyrazine ClC1=NC(=CN=C1)N1C=CC=C1